[O].B borane compound with oxygen